4-amino-8-(2-fluoro-5-hydroxy-phenyl)-2-oxo-N-propyl-1H-quinoline-3-carboxylic acid NC1=C(C(N(C2=C(C=CC=C12)C1=C(C=CC(=C1)O)F)CCC)=O)C(=O)O